COC(=O)C1=CC(=NN1[C@@H](C)C1=CC=CC=C1)C(NC)=O.C(CCCCCCCCCCCCCCC)C(CC(=O)OC=1C2=CC=CC=C2C=C2C=CC=CC12)C(=O)O 9-(2-n-hexadecyl-2-carboxyethyl)carbonyloxyanthracene (S)-Methyl-3-(methylcarbamoyl)-1-(1-phenylethyl)-1H-pyrazole-5-carboxylate